(2S,4R)-1-[(2S)-2-(4-cyclopropyltriazol-1-yl)-3,3-dimethyl-butanoyl]-N-(2,2-difluoronorcaran-7-yl)-4-hydroxy-pyrrolidine-2-carboxamide C1(CC1)C=1N=NN(C1)[C@H](C(=O)N1[C@@H](C[C@H](C1)O)C(=O)NC1C2CCCC(C21)(F)F)C(C)(C)C